cyanoadipoamide C(#N)C(C(=O)N)CCCC(=O)N